BrCC1(CCC(C(O1)=O)=C)C1=CC=CC=C1 6-(bromomethyl)-3-methylene-6-phenyltetrahydro-2H-pyran-2-one